6-chloro-2-(4-methoxybenzyl)-4-((1,1,1-trifluoropropan-2-yl)oxy)-2H-pyrazolo[4,3-c]pyridine-7-carboxamide ClC1=C(C=2C(C(=N1)OC(C(F)(F)F)C)=CN(N2)CC2=CC=C(C=C2)OC)C(=O)N